Sulfhydryl-Aziridine tert-butyl-N-[(tert-butylcarbamoyl)methyl]-N-[2-(4-fluoropyridin-2-yl)-5H,6H,7H-cyclopenta[d]pyrimidin-4-yl]carbamate C(C)(C)(C)OC(N(C=1C2=C(N=C(N1)C1=NC=CC(=C1)F)CCC2)CC(NC(C)(C)C)=O)=O.SN2CC2